Fmoc-N-Methyl-Phenylalanine C(=O)(OCC1C2=CC=CC=C2C2=CC=CC=C12)N([C@@H](CC1=CC=CC=C1)C(=O)O)C